[5-[5-[(1R)-1-(3,5-dichloro-4-pyridinyl)ethoxy]-1H-indazol-3-yl]-3-fluoro-2-pyridinyl]-2λ6-thia-8-azaspiro[4.5]decane 2,2-dioxide ClC=1C=NC=C(C1[C@@H](C)OC=1C=C2C(=NNC2=CC1)C=1C=C(C(=NC1)C1S(CCC12CCNCC2)(=O)=O)F)Cl